N-((9-Methyl-2-(4-(trifluoromethoxy)phenyl)-9H-purin-6-yl)methyl)acrylamide CN1C2=NC(=NC(=C2N=C1)CNC(C=C)=O)C1=CC=C(C=C1)OC(F)(F)F